C(CCCCCC=O)=O 1,7-Heptandialdehyd